NC=1C=C(OC2=C(C(=O)NC3=CC=4CC5=CC=CC=C5C4C=C3)C(=CC=C2)F)C=CC1 2-(3-aminophenoxy)-6-fluoro-N-(2-fluorenyl)benzamide